C1=CC=CC=2C3=CC=CC=C3C(C12)COC(=O)N([C@@H](C(=O)O)CC=C)C (R)-2-((((9H-fluoren-9-yl)methoxy)carbonyl)(methyl)amino)pent-4-enoic acid